tert-butyl 1'-((4'-chloro-6-((4-(4-(ethoxycarbonyl)phenyl)piperazin-1-yl)methyl)-4-methyl-2,3,4,5-tetrahydro-[1,1'-biphenyl]-4-yl)methyl)-[4,4'-bipiperidine]-1-carboxylate ClC1=CC=C(C=C1)C=1CCC(CC1CN1CCN(CC1)C1=CC=C(C=C1)C(=O)OCC)(C)CN1CCC(CC1)C1CCN(CC1)C(=O)OC(C)(C)C